1-fluoro-3-[[2-[4-[6-(methylamino)pyridin-3-yl]phenyl]-1,3-benzothiazol-6-yl]amino]propan-2-ol FCC(CNC1=CC2=C(N=C(S2)C2=CC=C(C=C2)C=2C=NC(=CC2)NC)C=C1)O